C(C)(C)(C)[Si](O[C@@H]1C(N(CC1)CCO)=O)(C)C (3S)-3-[tert-butyl-(dimethyl)silyl]oxy-1-(2-hydroxyethyl)pyrrolidin-2-one